C1N(CCC12NCCCC2)C2=C1C(=NC=C2)N(C=C1C=1SC=CN1)COCC[Si](C)(C)C 2-[[4-(2,6-diazaspiro[4.5]decan-2-yl)-3-thiazol-2-yl-pyrrolo[2,3-b]pyridin-1-yl]methoxy]ethyl-trimethyl-silane